5-Methyl-1-(3-(1-methyl-1,2,3,6-tetrahydropyridin-4-yl)-1-((4'-(methylsulfonyl)-[1,1'-biphenyl]-4-yl)methyl)-1H-indol-5-yl)-1H-pyrazol-3-carboxamid CC1=CC(=NN1C=1C=C2C(=CN(C2=CC1)CC1=CC=C(C=C1)C1=CC=C(C=C1)S(=O)(=O)C)C=1CCN(CC1)C)C(=O)N